tert-butyl (2-(2-(2-(6-(3-amino-2,6-difluorophenyl)-2-(methylthio)-7-oxopyrido[2,3-d]pyrimidin-8(7H)-yl)ethoxy)ethoxy)ethyl)carbamate NC=1C(=C(C(=CC1)F)C1=CC2=C(N=C(N=C2)SC)N(C1=O)CCOCCOCCNC(OC(C)(C)C)=O)F